N[C@H](C)C=1C=C(C=C2C(N(C(=NC12)C=1C=NC(=CC1)F)C)=O)C (R)-8-(1-aminoethyl)-2-(6-fluoropyridin-3-yl)-3,6-dimethylquinazolin-4(3H)-one